1-(3-pyridinyl)-1-butanol N1=CC(=CC=C1)C(CCC)O